5-(benzyloxy)-2-fluoro-5-hydroxy-4-methylbenzoic acid C(C1=CC=CC=C1)OC1(C(C=C(C(C(=O)O)=C1)F)C)O